2,3,8,9-tetramethoxy-6-(4-methoxybenzyl)-6H-dibenzo[c,e][1,2]thiazine 5,5-dioxide COC=1C(=CC2=C(C3=C(N(S2(=O)=O)CC2=CC=C(C=C2)OC)C=C(C(=C3)OC)OC)C1)OC